dimethyl 2,3-diisobutyl-2-cyano-butanedioate C(C(C)C)C(C(=O)OC)(C(C(=O)OC)CC(C)C)C#N